[Mo].[Fe].[Sr] strontium-iron-molybdenum